trans-N-(2-(2,4-dimethoxypyridin-3-yl)-1-methyl-1H-pyrrolo[2,3-c]pyridin-5-yl)-2-(piperazin-1-ylmethyl)cyclopropane-1-carboxamide COC1=NC=CC(=C1C1=CC=2C(=CN=C(C2)NC(=O)[C@H]2[C@@H](C2)CN2CCNCC2)N1C)OC